(R)-4-(4-(benzo[d]thiazol-7-yl)phenyl)-N-(2-ethynyl-thiazol-4-yl)-3-(hydroxy-methyl)piperazine-1-carboxamide S1C=NC2=C1C(=CC=C2)C2=CC=C(C=C2)N2[C@H](CN(CC2)C(=O)NC=2N=C(SC2)C#C)CO